3-fluoro-5-(2H-1,2,3-triazol-2-yl)-4-[[4-(trifluoromethoxy)phenyl]methyl]pyridine FC=1C=NC=C(C1CC1=CC=C(C=C1)OC(F)(F)F)N1N=CC=N1